N1N=CC2=CC=C(C=C12)CNC(=O)C1CCN(CC1)C(=O)C1=NNC(=C1)C1=CC(=NC=C1Cl)OC N-((1H-indazol-6-yl)methyl)-1-(5-(5-chloro-2-methoxypyridin-4-yl)-1H-pyrazole-3-carbonyl)piperidine-4-carboxamide